ClC1=C(C(=CC=C1)Cl)C1=CC2=C(N=C(N=C2)NC2=NC=C(C=C2)OCCN(CC)CC)N(C1=O)C 6-(2,6-dichlorophenyl)-2-((5-(2-(diethylamino)ethoxy)pyridin-2-yl)amino)-8-methylpyrido[2,3-d]pyrimidin-7(8H)-one